(E)-1,9-dimethyl-3-(2-(pyridin-4-yl)vinyl)-9H-pyrido[3,4-b]indol-6-amine CC1=NC(=CC2=C1N(C1=CC=C(C=C21)N)C)\C=C\C2=CC=NC=C2